C(C)(C)(C)NS(=O)(=O)CCCN1C2=NC=NC(=C2N=C1SC=1C=C2C(CCC2=CC1I)=O)N 3-[6-Amino-8-(6-iodo-3-oxo-indan-5-ylsulfanyl)-purin-9-yl]-propane-1-sulfonic acid tert-butylamide